5-bromo-3-pyridinecarboxylic acid BrC=1C=C(C=NC1)C(=O)O